ethyl (S)-2-(tert-butoxy)-2-(7-(4-chlorophenyl)-2-(3-(4-isopropylpiperazin-1-yl)-1-methyl-1H-pyrazolo[3,4-b]pyridin-5-yl)-5-methylbenzo[d]thiazol-6-yl)acetate C(C)(C)(C)O[C@H](C(=O)OCC)C1=C(C2=C(N=C(S2)C=2C=C3C(=NC2)N(N=C3N3CCN(CC3)C(C)C)C)C=C1C)C1=CC=C(C=C1)Cl